BrC1=CC(=CC=2N=C(OC21)N2CC1CCCC(C2)N1C(=O)OC(C)(C)C)C(F)(F)F tert-Butyl 3-(7-bromo-5-(trifluoromethyl)benzo[d]oxazol-2-yl)-3,9-diazabicyclo[3.3.1]nonane-9-carboxylate